Azepine-2-amine N1C(=CC=CC=C1)N